COC=1C=C(OC2=C3C=C(NC3=CC(=C2)NC(C)=O)C(=O)O)C=CC1F 4-(3-methoxy-4-fluorophenoxy)-6-acetylamino-1H-indole-2-carboxylic acid